(Methylthio)Pyrazine CSC1=NC=CN=C1